BrC=1C(=NC=C(C1)F)NC1=NC(=CC=C1)C(F)(F)F bromo-5-fluoro-N-(6-(trifluoromethyl)pyridin-2-yl)pyridin-2-amine